ClCCN1[C@@H](CCC[C@@H]1C)C (2R,6S)-1-(2-chloroethyl)-2,6-dimethylpiperidine